BrC1=CC=CC=2C=3N(C=NC12)N=C(N3)C=3C=NN(C3)C 7-bromo-2-(1-methyl-1H-pyrazol-4-yl)[1,2,4]triazolo[1,5-c]quinazolin